2-bromo-6-(1-((tert-butyldimethylsilyl)oxy)vinyl)pyridine BrC1=NC(=CC=C1)C(=C)O[Si](C)(C)C(C)(C)C